[N+](=O)([O-])C=1C=C(C=CC1NCC1OC(C(C(C1O)O)O)(C)C)S(=O)(=O)NC(C1=CC=CC=C1)=O N-((3-nitro-4-(((3,4,5-trihydroxy-6,6-dimethyltetrahydro-2H-pyran-2-yl)methyl)amino)phenyl)sulfonyl)benzamide